2-(3-hydroxy-3-methylbutyl)-4-(trifluoromethyl)oxazol OC(CCC=1OC=C(N1)C(F)(F)F)(C)C